N-(4-(2-((2-Chloro-5-(trifluoromethoxy)chinolin-4-yl)amino)ethyl)phenyl)methansulfonamid ClC1=NC2=CC=CC(=C2C(=C1)NCCC1=CC=C(C=C1)NS(=O)(=O)C)OC(F)(F)F